(S)-3-(5-(4-((1-(4-((3R,4R)-3-cyclopropyl-7-hydroxyisochroman-4-yl)phenyl)piperidin-4-yl)methyl)piperazin-1-yl)-1-oxoisoindolin-2-yl)piperidine-2,6-dione C1(CC1)[C@H]1OCC2=CC(=CC=C2[C@H]1C1=CC=C(C=C1)N1CCC(CC1)CN1CCN(CC1)C=1C=C2CN(C(C2=CC1)=O)[C@@H]1C(NC(CC1)=O)=O)O